C(C)(C)(C)OC(=O)N1C2CN(C(C1)CC2)C=2C=C(C(=O)O)C(=CN2)C 2-(5-(tert-butoxycarbonyl)-2,5-diazabicyclo[2.2.2]octan-2-yl)-5-methylisonicotinic acid